ClC=1C(=CC(=C(CN2CCCCC2)C1)OCC=1C=NC=C(C1)C#N)OCC=1C(=C(C=CC1)C1=C(C(=CC=C1)NC(=O)C=1SC(=CN1)CN1C[C@@H](CC1)O)C)C (S)-1-(5-Chloro-2-((5-cyanopyridin-3-yl)methoxy)-4-((3'-(5-(((R)-3-hydroxypyrrolidin-1-yl)methyl)thiazol-2-carboxamido)-2,2'-dimethyl-[1,1'-biphenyl]-3-yl)methoxy)benzyl)piperidin